trans-((3-(2-Isopropyloxazol-4-yl)phenyl)((trans-4-(5-methoxy-6-methylpyridin-2-yl)cyclohexyl)methyl)carbamoyl)cyclohexyl methylcarbamate CNC(OC1(CCCCC1)C(N(C[C@@H]1CC[C@H](CC1)C1=NC(=C(C=C1)OC)C)C1=CC(=CC=C1)C=1N=C(OC1)C(C)C)=O)=O